amino dithio-formate C(=S)SN